C(C=C)(=O)N1CC(C1)C=1N=C2N(C=C(C=C2)C2=CC(=CC3=CC=CC=C23)O)C1NC(C)=O N-(2-(1-acryloylazetidin-3-yl)-6-(3-hydroxynaphthalen-1-yl)imidazo[1,2-a]pyridin-3-yl)acetamide